C(C1=CC=CC=C1)N(CC)CC N-benzyl-diethylamine